5-[3-(4-[[2,6-Dimethoxy-4-(2-Methyl-1-Oxo-2,7-Naphthyridin-4-Yl)Phenyl]Methyl]PiperAzin-1-Yl)Propoxy]-2-(2,6-Dioxopiperidin-3-Yl)Isoindole-1,3-Dione COC1=C(C(=CC(=C1)C1=CN(C(C2=CN=CC=C12)=O)C)OC)CN1CCN(CC1)CCCOC=1C=C2C(N(C(C2=CC1)=O)C1C(NC(CC1)=O)=O)=O